NC1=NN(C2=NC(=CC(=C21)C2=CC=C(C=C2)NC(=O)C=2C(N(C=CC2OCC)C2=CC=C(C=C2)F)=O)N2CC(NCC2)=O)C N-(4-(3-amino-1-methyl-6-(3-oxopiperazin-1-yl)-1H-pyrazolo[3,4-b]pyridin-4-yl)phenyl)-4-ethoxy-1-(4-fluorophenyl)-2-oxo-1,2-dihydropyridine-3-carboxamide